FC1=CC=C2C(=C(C(N(C2=C1)C1=CC=CC=C1)=O)[N+](=O)[O-])O 7-fluoro-4-hydroxy-3-nitro-1-phenylquinolin-2(1H)-one